FC1CN(CCC1NC1=C2C=CN(C2=CC(=C1)I)CC(F)(F)F)C(=O)OC(C)(C)C tert-butyl 3-fluoro-4-[[6-iodo-1-(2,2,2-trifluoroethyl)indol-4-yl]amino]piperidine-1-carboxylate